methyl 5-amino-2-(oxan-4-yl)benzoate NC=1C=CC(=C(C(=O)OC)C1)C1CCOCC1